N1(CCNCC1)C(=O)C1=CC=NC=C1 piperazin-1-yl-(pyridin-4-yl)methanone